2-[3-ethylsulfonyl-7-(trifluorometh-yl)imidazo[1,2-a]pyridin-2-yl]-3-methyl-6-(trifluoromethyl)imidazo[4,5-c]pyridine C(C)S(=O)(=O)C1=C(N=C2N1C=CC(=C2)C(F)(F)F)C2=NC1=C(C=NC(=C1)C(F)(F)F)N2C